3-hydroxy-6H-benzo[c]Chromen-6-one OC1=CC=C2C3=C(C(OC2=C1)=O)C=CC=C3